4-methyl-3,6-dioxan CC1OCCOC1